1-((2,2-difluoroethoxy)methyl)-4-methyl-2-nitrobenzene FC(COCC1=C(C=C(C=C1)C)[N+](=O)[O-])F